5-[3-(trifluoromethyl)pyrrolidin-1-yl]pentanoic acid FC(C1CN(CC1)CCCCC(=O)O)(F)F